C(CCCC)CC(=O)[O-] AMYL-ACETATE